1-(4-bromophenyl)-1H-imidazole-4-carbonitrile BrC1=CC=C(C=C1)N1C=NC(=C1)C#N